C1(CC1)C(=O)NC1=NC=C(C(=O)NC([2H])([2H])[2H])C(=C1)NC1=C2N(CC=3N(C2=CC(=C1)F)C(N(N3)C)=O)C 6-(cyclopropanecarboxamido)-4-((8-fluoro-2,5-dimethyl-1-oxo-1,2,4,5-tetrahydro-[1,2,4]triazolo[4,3-a]quinoxalin-6-yl)amino)-N-(methyl-d3)nicotinamide